(S)-2-Benzyl-1-(methylsulfonyl)piperazine HCl salt Cl.C(C1=CC=CC=C1)[C@@H]1N(CCNC1)S(=O)(=O)C